COCCOC(COC1=C(C=CC=C1)OC1=C(C=C(C(=C1)N1C(N(C(=CC1=O)C(F)(F)F)C)=O)F)Cl)=O (2-{2-chloro-4-fluoro-5-[3-methyl-2,6-dioxo-4-(trifluoromethyl)-3,6-dihydropyrimidin-1(2H)-yl]phenoxy}phenoxy)acetic acid 2-methoxyethyl ester